CC1=NC2=C(C=CC=C2C=C1C(=O)O)C 2,8-dimethyl-quinoline-3-formic acid